O[C@@H](C)C1=C(C(=O)N)C=CC=N1 ((S)-1-hydroxyethyl)nicotinamide